CC(CC)(C(CC)C)O 3,4-dimethyl-3-hexanol